NC1=NN(C(=C1)C(=O)OC)C(C)C methyl 3-amino-1-isopropyl-1H-pyrazole-5-carboxylate